ClC1=CC=C(C=C1)C1=CC2=C(N=C(O2)C=2OC=CC2)C=C1 6-(4-chloro-phenyl)-2-(furan-2-yl)-benzoxazole